C(N)(OS(=O)(=O)C=1SC(=CC1C1=CC(=C(C=C1)CN1C(=NC=C1)C)C#N)CC(C)C)=O ((3-(3-cyano-4-((2-methyl-1H-imidazol-1-yl) methyl) phenyl)-5-isobutylthiophene-2-yl) sulfonyl) carbamate